C(C)[C@@]1(C(NC(N1)=O)=O)C (5R)-5-ethyl-5-methyl-imidazolidine-2,4-dione